5-methyl-mercaptouracil CC=1C(NC(NC1S)=O)=O